O1CCN(CC1)CCC(CSC1=CC=CC=C1)NC1=C(C=C(C=C1)S(=O)(=O)NC(C1=CC=CC=C1)=O)S(=O)(=O)C(F)(F)F N-((4-((4-morpholino-1-(phenylthio)butan-2-yl)amino)-3-((trifluoromethyl)sulfonyl)phenyl)sulfonyl)benzamide